C[Si](CCOCN1N=CC=2C=NC=C(C21)N)(C)C 1-(2-trimethylsilylethoxymethyl)pyrazolo[4,3-c]pyridin-7-amine